C(C(CO)(CO)N)O.C(=C/C(=O)O)\C(=O)O trismaleate